COC1=CC=C(C=C1)CC(=O)N1CCOCC1 2-(4-methoxyphenyl)-1-morpholinoethan-1-one